ethyl(2-amino-4-(2-fluoro-4-(1-phenyl-5-(trifluoromethyl)-1H-pyrazole-4-carboxamido)phenoxy)pyridin-3-yl)carbamate C(C)OC(NC=1C(=NC=CC1OC1=C(C=C(C=C1)NC(=O)C=1C=NN(C1C(F)(F)F)C1=CC=CC=C1)F)N)=O